cholesteryl n-decanoate CCCCCCCCCC(=O)OC1CCC2(C3CCC4(C(C3CC=C2C1)CCC4C(C)CCCC(C)C)C)C